methyl 5-bromo-6-methoxypyridine-3-carboxylate BrC=1C=C(C=NC1OC)C(=O)OC